5,5-dimethyl-3-oxocyclohex-1-en-1-yl 3,4-difluorobenzoate FC=1C=C(C(=O)OC2=CC(CC(C2)(C)C)=O)C=CC1F